((3aR,4R,6R,6aR)-6-(4-aminopyrrolo[2,1-f][1,2,4]triazin-7-yl)-6-cyano-2-phenyltetrahydrofuro[3,4-d][1,3]dioxol-4-yl)methyl Isobutyrate C(C(C)C)(=O)OC[C@H]1O[C@@]([C@@H]2OC(O[C@@H]21)C2=CC=CC=C2)(C#N)C2=CC=C1C(=NC=NN12)N